1,2,3-trifluoro-benzoic acid FC1(C(=O)O)C(C(=CC=C1)F)F